C(#N)C=1N(C2=C(C=NC(=C2)NC2CCC(CC2)NC(OC(C)(C)C)=O)N1)CC(F)(F)F tert-butyl ((1r,4r)-4-((2-cyano-1-(2,2,2-trifluoroethyl)-1H-imidazo[4,5-c]pyridin-6-yl)amino)cyclohexyl)carbamate